N-(4-(2-(3-fluoro-4-(hydroxymethyl)phenyl)propyl)-6-(((R)-1-hydroxy-4-methylpent-2-yl)amino)-1,3,5-triazin-2-yl)methanesulfonamide FC=1C=C(C=CC1CO)C(CC1=NC(=NC(=N1)N[C@@H](CO)CC(C)C)NS(=O)(=O)C)C